FC(C(=O)N[C@H](C(=O)NC1=NC=CC(=C1)[C@@H](COC)N1C(N[C@@H](C1)C(F)(F)F)=O)C1CCC(CC1)C)C1=CC=CC=C1 2-fluoro-N-((S)-2-((4-((S)-2-methoxy-1-((S)-2-oxo-4-(trifluoromethyl)imidazolidin-1-yl)ethyl)pyridin-2-yl)amino)-1-((1r,4S)-4-methylcyclohexyl)-2-oxoethyl)-2-phenylacetamide